C(C)OC(CN1N=CC2=C(C1=O)N(C1=C2SC(=N1)C)C)=O Ethyl-2-(2,4-dimethyl-5-oxo-4H-thiazolo[5',4':4,5]pyrrolo[2,3-d]pyridazin-6(5H)-yl)acetate